CC1=C(C=CC(=C1)[N+](=O)[O-])NC(C1=CC(=CC=C1)Cl)=O N-(2-methyl-4-nitrophenyl)-3-chlorobenzamide